2-oxo-N-(1H-pyrazolo[4,3-c]pyridin-7-yl)-2-[rac-(2R,5S)-5-methyl-2-[2-[rac-(3S,4S)-1,3-dimethyl-4-piperidyl]indazol-6-yl]-1-piperidyl]acetamide O=C(C(=O)NC=1C2=C(C=NC1)C=NN2)N2[C@H](CC[C@@H](C2)C)C=2C=CC1=CN(N=C1C2)[C@@H]2[C@H](CN(CC2)C)C |r|